N-tetradecyl-N-adamantyl-undecylenamide C(CCCCCCCCCCCCC)N(C(CCCCCCCCC=C)=O)C12CC3CC(CC(C1)C3)C2